2,3,5-trimethoxyphenol COC1=C(C=C(C=C1OC)OC)O